ClC1=NC2=CC(=CC=C2C(=C1N)NC)Cl 2,7-dichloro-N4-methylquinoline-3,4-diamine